FC(C(=O)O)(F)F.COC[C@H](C1=CC=CC=C1)NC(=O)C=1N=C(NC1C)C1=NC=CC(=C1)C=1C=NC=C(C1)N1CCOCC1 N-[(1S)-2-Methoxy-1-phenylethyl]-5-methyl-2-(5-morpholin-4-yl-3,4'-bipyridin-2'-yl)-1H-imidazole-4-carboxamide trifluoroacetate salt